5-[2-(2-{8-oxatricyclo[7.4.0.02,7]trideca-1(9),2,4,6,10,12-hexaene-6-sulfonamido}phenyl)ethynyl]pyridine-2-carboxylic acid C1=2C3=CC=CC(=C3OC2C=CC=C1)S(=O)(=O)NC1=C(C=CC=C1)C#CC=1C=CC(=NC1)C(=O)O